2,5-dioxopyrrolidin-1-ide O=C1[N-]C(CC1)=O